2-(4-(benzyloxy)benzoyl)hydrazine-1-carbothioamide glyceryl-N-(2-methacryloyloxyethyl)carbamate C(C(O)CO)OC(NCCOC(C(=C)C)=O)=O.C(C1=CC=CC=C1)OC1=CC=C(C(=O)NNC(N)=S)C=C1